1-(2-methylpyridin-4-yl)methylamine CC1=NC=CC(=C1)CN